[Fe].[B].[Fe].[B] boron-iron-boron-iron